CN(C)S(=O)(=O)C N,N-dimethylmethanesulfonamide